COC(C1=CN=C(C=C1)N1C(=NC=2C1=NC=CC2)C(C)NC(=O)OC(C)(C)C)=O 6-(2-{1-[(tert-Butoxycarbonyl)amino]ethyl}-3H-imidazo[4,5-b]pyridin-3-yl)nicotinic acid methyl ester